N'-hydroxy-3-phenyl-cyclobutaneformamidine ON=C(N)C1CC(C1)C1=CC=CC=C1